N1(CCCCC1)C1=C(C=CC=C1)NS(=O)(=O)C1=CC=C(C=C1)P(OCC)(OCC)=O diethyl (4-(N-(2-(piperidin-1-yl)phenyl)sulfamoyl)phenyl)phosphonate